C1(CCCCC1)C1N(S(C2=C(N(C1)C1=CC=CC=C1)C=C(C(=C2)C2=CC(=C(S2)C(=O)O)C)OCC(F)(F)F)(=O)=O)C 5-(3-cyclohexyl-2-methyl-1,1-dioxido-5-phenyl-7-(2,2,2-trifluoroethoxy)-2,3,4,5-tetrahydrobenzo[f][1,2,5]thiadiazepin-8-yl)-3-methylthiophene-2-carboxylic acid